(R)-3-(4-(3-amino-1-(3-((tert-butoxycarbonyl)amino)propyl)-1H-pyrazol-4-yl)-3-fluorophenoxy)-2-((tert-butyldimethylsilyl)oxy)propanoic acid tert-butyl ester C(C)(C)(C)OC([C@@H](COC1=CC(=C(C=C1)C=1C(=NN(C1)CCCNC(=O)OC(C)(C)C)N)F)O[Si](C)(C)C(C)(C)C)=O